(E)-N-(3-((2-((1-methyl-1H-pyrazol-3-yl)amino)-6,7-dihydrothieno[3,2-d]pyrimidin-4-yl)oxy)phenyl)-pent-2-enamide CN1N=C(C=C1)NC=1N=C(C2=C(N1)CCS2)OC=2C=C(C=CC2)NC(\C=C\CC)=O